3-(((7-(1H-pyrazol-4-yl)-2,3-dihydrofuro[3,2-c]pyridin-4-yl)amino)methyl)-N-(4-((dimethylamino)methyl)benzyl)benzamide N1N=CC(=C1)C=1C2=C(C(=NC1)NCC=1C=C(C(=O)NCC3=CC=C(C=C3)CN(C)C)C=CC1)CCO2